BrC=1C=CC=2N(C3=CC=C(C=C3OC2C1)Br)CCN1CC(OCC1)C(F)F 3,7-dibromo-10-(2-(2-(difluoromethyl)morpholino)ethyl)-10H-phenoxazine